NC1=C(C(=NN1C1CCCC1)C1=C(C=C(C=C1)CNC(C1=C(C=CC=C1)OC)=O)C)C(=O)N 5-Amino-1-cyclopentyl-3-[4-[[(2-methoxybenzoyl)amino]methyl]-2-methyl-phenyl]pyrazole-4-carboxamide